C(CCCCCCCCCCCCCCCCC)(=O)[O-].[Al+] aluminum monostearate